CC1=NC(=CC=C1C=1C=C(C=C(C1)C=1C2=CC=CC=C2C=2C=CC=CC2C1)C1=NC(=NC(=N1)C1=CC=CC=C1)C1=CC=CC=C1)C 2-[3-(2,6-dimethyl-3-pyridinyl)-5-(9-phenanthryl)phenyl]-4,6-diphenyl-1,3,5-triazin